bis(3-t-butyl-4-hydroxy-6-methylphenyl) sulfone C(C)(C)(C)C=1C=C(C(=CC1O)C)S(=O)(=O)C1=CC(=C(C=C1C)O)C(C)(C)C